N1=CC(=CC=C1)CNC(=O)NC1=CC=C(C=C1)S(NC1=CC=C(C=C1)C(F)(F)F)(=O)=O 1-(pyridin-3-ylmethyl)-3-(4-{[4-(trifluoromethyl)phenyl]sulfamoyl}phenyl)urea